hydroxycarboxylic acid calcium salt [Ca+2].OC(=O)[O-].OC(=O)[O-]